3-(5-fluoro-1-methyl-6-(1-(((3S,4S)-3-methylpiperidin-4-yl)methyl)piperidin-4-yl)-1H-indazol-3-yl)piperidine-2,6-dione FC=1C=C2C(=NN(C2=CC1C1CCN(CC1)C[C@@H]1[C@@H](CNCC1)C)C)C1C(NC(CC1)=O)=O